C(C)C1=C2C(=CC(=CC2=CC=C1F)O)C1=C(C=2N=C(N=C(C2C=N1)N1CCOC(CC1)CO)OC[C@]12CCCN2C[C@@H](C1)F)F 5-Ethyl-6-fluoro-4-(8-fluoro-2-(((2R,7aS)-2-fluorotetrahydro-1H-pyrrolizin-7a(5H)-yl)methoxy)-4-(7-(hydroxymethyl)-1,4-oxazepan-4-yl)pyrido[4,3-d]pyrimidin-7-yl)naphthalen-2-ol